3-((2-ethyloxiran-2-yl)methyl)-1-methyl-5-nitro-1,3-dihydro-2H-benzo[d]imidazol-2-one C(C)C1(OC1)CN1C(N(C2=C1C=C(C=C2)[N+](=O)[O-])C)=O